C1(CCCCC1)NC(=O)NCCNC1=NC(=NC(=C1)CC)C1=NC=CC=C1 1-cyclohexyl-3-(2-{[6-ethyl-2-(pyridin-2-yl)pyrimidin-4-yl]amino}ethyl)urea